FC1=C2C(C=C(NC2=CC(=C1)F)C=1C=C(C#N)C=CC1S(=O)(=O)C(F)(F)F)=O 3-(5,7-difluoro-4-oxo-1,4-dihydroquinolin-2-yl)-4-((trifluoromethyl)sulfonyl)benzonitrile